2-acetamidothiazol C(C)(=O)NC=1SC=CN1